6-(3,5-dimethylpyrazol-1-yl)-2-[1-[(2-methyl-1,3-oxazol-4-yl)methyl]piperidin-4-yl]pyridazin-3-one CC1=NN(C(=C1)C)C=1C=CC(N(N1)C1CCN(CC1)CC=1N=C(OC1)C)=O